C(C)(C)(C)OC(=O)N(C=1C=2N(N=C(C1)OC1C(CN(CC1)C(=O)OC(C)(C)C)F)C(=CN2)C(C)C)CC2=C(C=CC=C2)OC(F)(F)F tert-butyl 4-((8-((tert-butoxycarbonyl)(2-(trifluoromethoxy)benzyl)amino)-3-isopropylimidazo[1,2-b]pyridazin-6-yl)oxy)-3-fluoropiperidine-1-carboxylate